CO[C@H]1C[C@H](C1)NC1=NN2C(C=N1)=C(C=C2)C=2C=NC1=NC=CC=C1C2 N-(cis-3-methoxycyclobutyl)-5-(1,8-naphthyridin-3-yl)pyrrolo[2,1-f][1,2,4]triazin-2-amine